OC1=C(C=C(C=C1C(C)(C)C)CO)N1N=C2C(=N1)C=CC=C2 2-[2'-hydroxy-3'-tert-butyl-5'-(hydroxymethyl)phenyl]-2H-benzotriazole